7-(1-Tert-butyl-1H-pyrrol-3-yl)-5-{[(2S,6R)-6-methylmorpholin-2-yl]methoxy}quinoxaline C(C)(C)(C)N1C=C(C=C1)C1=CC(=C2N=CC=NC2=C1)OC[C@@H]1CNC[C@H](O1)C